C(CC)N1CCN(CC1)C(=O)C1=C(C=C(C=C1)NC(=O)C1CC1)N1CC2(COC2)CCC1 N-(4-(4-propylpiperazine-1-carbonyl)-3-(2-oxa-6-azaspiro[3.5]nonan-6-yl)phenyl)cyclopropanecarboxamide